(4-(2-hydroxy-3-(methyl-(4-methylbenzyl)amino)propoxy)phenyl)ethan-1-one OC(COC1=CC=C(C=C1)C(C)=O)CN(CC1=CC=C(C=C1)C)C